methyl-5-methoxy-3-[(1-methyl-2,2-dioxo-3H-2,1-benzothiazol-5-yl)amino]-6-(3-methylimidazo[4,5-c]pyridin-7-yl)pyrazine CC1=NC(=C(N=C1NC=1C=CC2=C(CS(N2C)(=O)=O)C1)OC)C=1C2=C(C=NC1)N(C=N2)C